N(N)C=1SC=C(N1)C 2-hydrazino-4-methylthiazole